C(CCCCC)C1(C=C(C(=O)OC)C(=O)OC)CC=CC=C1 dimethyl (1-n-hexylbenzylidene)malonate